C=1(C(=CC(=C(C1)C(=O)OCC)C(=O)OCC)C(=O)OCC)C(=O)OCC tetraethyl 1,2,4,5-benzenetetracarboxylate